7-(8-chloro-7-fluoronaphthalen-1-yl)-8-fluoro-N-((3R,4R)-4-fluoropyrrolidin-3-yl)-2-((hexahydro-1H-pyrrolizin-7a-yl)methoxy)-N-methylpyrido[4,3-d]pyrimidin-4-amine ClC=1C(=CC=C2C=CC=C(C12)C1=C(C=2N=C(N=C(C2C=N1)N(C)[C@@H]1CNC[C@H]1F)OCC12CCCN2CCC1)F)F